5-(3,5-difluorophenyl)-3-((furan-2-ylmethyl)amino)-4H-benzo[e][1,2,4]thiadiazine 1,1-dioxide FC=1C=C(C=C(C1)F)C1=CC=CC2=C1NC(=NS2(=O)=O)NCC=2OC=CC2